N-(6-(2-iodoacetamido)-hexyl)-5-((3aS,6aR)-2-oxohexahydro-1H-thieno[3,4-d]imidazol-4-yl)pentanamide ICC(=O)NCCCCCCNC(CCCCC1SC[C@@H]2NC(N[C@@H]21)=O)=O